CC(C)(C1=CC=CC=C1)NC(=O)C=1C=2C[C@@H]3[C@H](C2N(N1)C1=CC=C(C=C1)C#N)C3 (1aR,5aR)-2-(4-Cyano-phenyl)-1a,2,5,5a-tetrahydro-1H-2,3-diaza-cyclopropa[a]pentalene-4-carboxylic acid (1-methyl-1-phenyl-ethyl)-amide